2-[[1-[(4-tert-butoxycarbonylmorpholin-2-yl)methyl]-6-[(3,6-dichloro-5-cyano-2-pyridyl)amino]-2-oxo-3-quinolyl]oxy]acetic acid C(C)(C)(C)OC(=O)N1CC(OCC1)CN1C(C(=CC2=CC(=CC=C12)NC1=NC(=C(C=C1Cl)C#N)Cl)OCC(=O)O)=O